oxygen propyl-methyl-diethoxysilane C(CC)[Si](OCC)(OCC)C.[O]